O1CCN(CC1)C1CCN(CC1)C(=O)C1=CC=C(C2=C1CCO2)NC=2N=C(C1=C(N2)NC=C1C#N)NCCC 2-((4-(4-morpholino-piperidine-1-carbonyl)-2,3-dihydro-benzofuran-7-yl)amino)-4-(propylamino)-7H-pyrrolo[2,3-d]pyrimidine-5-carbonitrile